C1=CC(=C2C(=CC=C3C4=CC=C(C=5C(=CC=C(C1=C23)C45)C(=O)O)C(=O)O)C(=O)O)C(=O)O (E)-3,4,9,10-perylenetetracarboxylic acid